N-([1,1'-biphenyl]-4-yl)-4-(tert-butyl)-2-phenyldibenzo[b,d]furan-1-amine C1(=CC=C(C=C1)NC1=C(C=C(C=2OC3=C(C21)C=CC=C3)C(C)(C)C)C3=CC=CC=C3)C3=CC=CC=C3